Azidoalanine N(=[N+]=[N-])N[C@@H](C)C(=O)O